FC(N1N=CC=C1C(=O)N1[C@@H](C2=C(CC1)NC=N2)C=2OC1=C(N2)C=CC=C1C)F (S)-(1-(difluoromethyl)-1H-pyrazol-5-yl)(4-(7-methylbenzo[d]oxazol-2-yl)-6,7-dihydro-1H-imidazo[4,5-c]pyridin-5(4H)-yl)methanone